1-(1,3-bis(benzyloxy)propan-2-yl)-4-methyl-1H-pyrazole-5-carbonyl chloride C(C1=CC=CC=C1)OCC(COCC1=CC=CC=C1)N1N=CC(=C1C(=O)Cl)C